(E)-N-(5-(1-(2,6-dichlorobenzyl)-1H-benzo[d]imidazol-6-yl)-1H-pyrazol-3-yl)-4-(5-(hydroxyamino)-5-oxopent-1-en-1-yl)benzamide ClC1=C(CN2C=NC3=C2C=C(C=C3)C3=CC(=NN3)NC(C3=CC=C(C=C3)\C=C\CCC(=O)NO)=O)C(=CC=C1)Cl